2-[[2-(4-bromo-2,6-dichloro-phenoxy)-5-methoxy-4-pyridinyl]-sulfonylamino]-N-cyclobutyl-acetamide BrC1=CC(=C(OC2=NC=C(C(=C2)S(=O)(=O)NCC(=O)NC2CCC2)OC)C(=C1)Cl)Cl